(6,7-difluoro-3,4-dihydroquinolin-1(2H)-yl)(3-((2-methylindolin-1-yl)sulfonyl)phenyl)methanone FC=1C=C2CCCN(C2=CC1F)C(=O)C1=CC(=CC=C1)S(=O)(=O)N1C(CC2=CC=CC=C12)C